CC=1C=C(C=C(C1C1=C(C(=C(C2=CC=CC=C12)N)\N=N\[H])S(=O)(=O)O)C)C1=CC(=C(C(=C1)C)C1=C(C(=C(C2=CC=CC=C12)N)\N=N\[H])S(=O)(=O)O)C 1,1'-(3,5,3',5'-tetramethyl-[1,1'-biphenyl]-4,4'-diyl)bis{4-amino-3-[(E)-diazenyl]naphthalene-2-sulfonic acid}